P(=O)([O-])([O-])[O-].[Fe+].[Fe+].[Fe+] iron(I) phosphate